(1,3-dioxolane-2-ylmethyl)magnesium bromide O1C(OCC1)C[Mg]Br